C(C)(C)(C)OC(=O)N1C(=C(C2=CC=CC=C12)C[C@@H](C(=O)OC)NC(=O)OCC1=CC=CC=C1)C 3-[(2S)-2-(benzyloxycarbonylamino)-3-methoxy-3-oxo-propyl]-2-methyl-indol-1-Formic acid tert-butyl ester